3-(4-(6-azabicyclo[3.1.1]heptan-3-yl)-5,7-difluoro-1-oxoisoindolin-2-yl)piperidine-2,6-dione C12CC(CC(N1)C2)C2=C1CN(C(C1=C(C=C2F)F)=O)C2C(NC(CC2)=O)=O